(R) or (S)-N-(amino(4-(2-hydroxypropan-2-yl)-5-methylthiophen-2-yl)(oxo)-λ6-sulfaneylidene)-2-(3-fluoro-2,6-diisopropylphenyl)acetamide N[S@](=NC(CC1=C(C(=CC=C1C(C)C)F)C(C)C)=O)(=O)C=1SC(=C(C1)C(C)(C)O)C |o1:1|